C(C)(C)(C)OC(=O)N1CCC12CN(CCC2)C2=C1C(=NC=C2C#N)N(C=C1)COCC[Si](C)(C)C 6-(5-cyano-1-((2-(trimethylsilyl)ethoxy)methyl)-1H-pyrrolo[2,3-B]pyridin-4-yl)-1,6-diazaspiro[3.5]nonane-1-carboxylic acid tert-butyl ester